5-(4-(2-(ethylamino)ethoxy)phenoxy)-6-(4-(methylsulfonyl)phenyl)-2-naphthol C(C)NCCOC1=CC=C(OC2=C3C=CC(=CC3=CC=C2C2=CC=C(C=C2)S(=O)(=O)C)O)C=C1